C(CCCCCCCCCCCCCCCCCCCCCCCCCCCCCCCCC)(=O)[O-] geddate